[Cl-].C1(=CC=CC=C1)N1C=2C=CC=CC2NC2=CC=CC=C12 5-phenylphenazine chloride